C(C1=CC=CC=C1)OC(=O)N[C@@H](C(=O)OCC1=CC=CC=C1)CNC(C1=CC(=CC(=C1)F)CC)=O (R)-benzyl 2-(((benzyloxy)carbonyl)amino)-3-(3-ethyl-5-fluorobenzamido)propanoate